OC[C@H](C(=O)[O-])C (R)-(-)-3-hydroxy-2-methyl-propionate